n-octanoic acid hydrobromide Br.C(CCCCCCC)(=O)O